C(=C)C=1SC=CC1 Vinyl-Thiophene